COC=1C=C(C=NC1OC)C=NS(=O)C(C)(C)C N-((5,6-dimethoxypyridin-3-yl)methylene)-2-methylpropan-2-sulfinamide